C(C)(C)(C)OC(=O)N1C(CNCC1)C=1C2=C(N=CN1)NC=C2C2=C(C=CC=C2)F (5-(2-fluorophenyl)-7H-pyrrolo[2,3-d]pyrimidin-4-yl)piperazine-1-carboxylic acid tert-butyl ester